[N+](=O)([O-])C=1C=C2N=CC(NC2=CC1C(F)(F)F)=O 6-nitro-7-(trifluoromethyl)-1H-quinoxalin-2-one